2-bromo-7-(pyrrolidin-1-yl)thiazolo[5,4-d]pyrimidine BrC=1SC=2N=CN=C(C2N1)N1CCCC1